(S,Z)-2-(4-((1-(5-(2-Fluoro-6-methoxyphenyl)-2-oxo-1H-pyrrolo[2,3-c]pyridin-3(2H)-ylidene)ethyl)amino)-1H-pyrazol-1-yl)propanenitrile FC1=C(C(=CC=C1)OC)C=1C=C/2C(=CN1)NC(\C2=C(\C)/NC=2C=NN(C2)[C@H](C#N)C)=O